(S)-4-((1-((tert-butyldiphenylsilyl)oxy)-3-(tritylthio)propan-2-yl)oxy)pyridine [Si](C1=CC=CC=C1)(C1=CC=CC=C1)(C(C)(C)C)OC[C@@H](CSC(C1=CC=CC=C1)(C1=CC=CC=C1)C1=CC=CC=C1)OC1=CC=NC=C1